6-Chloro-3-(3,4-dimethoxybenzoyl)-4-oxo-N-(pyridin-4-ylmethyl)-4H-chromene-2-carboxamide ClC=1C=C2C(C(=C(OC2=CC1)C(=O)NCC1=CC=NC=C1)C(C1=CC(=C(C=C1)OC)OC)=O)=O